C12CC(CC(CC1)N2)C2=C(C=C(C=N2)NC2=NC=C(C(=N2)NN2C(OC1=C2C=CC=C1)=O)C)C (2-(6-(8-aza-bicyclo[3.2.1]oct-3-yl)-5-methylpyridin-3-ylamino)-5-methylpyrimidin-4-ylamino)benzo[d]oxazol-2(3H)-one